OC1=C(C=C(C(=C1)OC)CN1CCC(CC1)O)C(\C=C\C1=CC=C(C=C1)CN1CCC(CC1)C)=O (E)-1-(2-hydroxy-5-((4-hydroxypiperidine-1-yl)methyl)-4-methoxyphenyl)-3-(4-((4-methylpiperidine-1-yl)methyl)phenyl)prop-2-ene-1-one